(4-(4-(trifluoromethyl)phenyl)-5H-pyrrolo[3,2-d]pyrimidin-2-yl)methanamine FC(C1=CC=C(C=C1)C=1C2=C(N=C(N1)CN)C=CN2)(F)F